CC(=CC(=O)N)C.C(C=C)(=O)C(N(C)C)CS(=O)(=O)O acryloyl-dimethyl-taurine-dimethyl-acrylamide